1,1,3-trifluoro-1-propene FC(=CCF)F